3-[5,6-Difluoro-2-(hydroxymethyl)-1H-indol-3-yl]-5-hydroxy-2,3-dihydro-1H-isoindol-1-one FC=1C=C2C(=C(NC2=CC1F)CO)C1NC(C2=CC=C(C=C12)O)=O